4-nitrodiazobenzene chloride [Cl-].[N+](=O)([O-])C1=CCC(C=C1)=[N+]=[N-]